CN1CCN(CC1)C1=CC=C(NC2=NC(=NC=C2C=O)SC)C=C1 4-[4-(4-methylpiperazin-1-yl)anilino]-2-methylsulfanyl-pyrimidine-5-carbaldehyde